1-((3,7-dimethyloct-6-en-1-yl)oxy)-3-methyl-dodec-1-ene CC(CCOC=CC(CCCCCCCCC)C)CCC=C(C)C